FC1=C(C=C(C=C1)C(O)C1=NC=CC=C1)[N+](=O)[O-] (4-fluoro-3-nitrophenyl)(pyridin-2-yl)methanol